2-((1s,4s)-4-((2-((2-(1-(Cyclopropylsulfonyl)-1H-pyrazol-4-yl)pyrimidin-4-yl)amino)-5-(1-methyl-1H-pyrazol-3-yl)pyridin-4-yl)amino)cyclohexyl)ethan-1-ol C1(CC1)S(=O)(=O)N1N=CC(=C1)C1=NC=CC(=N1)NC1=NC=C(C(=C1)NC1CCC(CC1)CCO)C1=NN(C=C1)C